C1N(CCC2=CC=CC=C12)C[C@H](CN1C(C2=CC=C(C=C2C(C1)(C)C)N1CCOCC1)=O)O 2-[(2R)-3-(3,4-dihydro-1H-isoquinolin-2-yl)-2-hydroxy-propyl]-4,4-dimethyl-6-morpholino-3H-isoquinolin-1-one